O.C1(=CC=CC=C1)S(=O)(=O)O.C1(=CC=CC=C1)S(=O)(=O)O.C(C1=CC=CC=C1)(=O)N benzamide bis-benzenesulfonate hydrate